CN(CC(COCCCCCCCC\C=C/C\C=C/CCCCC)OC(CCC)O[C@@H]1CC2=CC[C@H]3[C@@H]4CC[C@H]([C@@H](CCCC(C)C)C)[C@]4(CC[C@@H]3[C@]2(CC1)C)C)C 3-dimethylamino-2-(cholest-5-en-3β-oxybutane-4-oxy)-1-(cis,cis-9,12-octadecadienyloxy)propane